2-(3-(3-fluoroazetidin-1-yl)-4-(trifluoromethyl)phenyl)-1,3,4-oxadiazole FC1CN(C1)C=1C=C(C=CC1C(F)(F)F)C=1OC=NN1